trans-1,4-bis(isocyanatomethyl)cyclohexane 3-(3-tertiary-butyl-4-hydroxyphenyl)propionate C(C)(C)(C)C=1C=C(C=CC1O)CCC(=O)O.N(=C=O)C[C@@H]1CC[C@H](CC1)CN=C=O